2-allylsulfanyl-1-(2,6-difluorophenyl)ethan-1-one C(C=C)SCC(=O)C1=C(C=CC=C1F)F